ClC=1N=C2C(=C(C(N(C2=CC1)C)=O)C#N)N1C[C@@H]([C@@H](CC1)NC1=C(C=C(C=C1)OC(F)(F)F)F)C 6-chloro-4-((3S,4R)-4-((2-fluoro-4-(trifluoromethoxy)phenyl)amino)-3-methylpiperidin-1-yl)-1-methyl-2-oxo-1,2-dihydro-1,5-naphthyridine-3-carbonitrile